Tert-Butyl 4-(oxiran-2-yl)-4-(1H-pyrazol-5-yl)piperidine-1-carboxylate O1C(C1)C1(CCN(CC1)C(=O)OC(C)(C)C)C1=CC=NN1